[(3R,3'R)-3'-hydroxy-1,4-dihydro-1'H,2H-spiro[isoquinoline-3,4'-piperidin]-1'-yl][6-(trifluoromethyl)pyrazolo[1,5-a]pyrimidin-2-yl]methanone O[C@@H]1CN(CC[C@@]12NCC1=CC=CC=C1C2)C(=O)C2=NN1C(N=CC(=C1)C(F)(F)F)=C2